diphosphoglucosyl-glucose P(=O)(O)(OP(=O)(O)O)O[C@@H](C(=O)C1[C@H](O)[C@@H](O)[C@H](O)[C@H](O1)CO)[C@@H](O)[C@H](O)[C@H](O)CO